3-methyl-1-phenyl-1H-benzo[g]indazole-4,5-dione CC1=NN(C=2C3=C(C(C(C12)=O)=O)C=CC=C3)C3=CC=CC=C3